magnesium-rubidium-cesium phosphate P(=O)([O-])([O-])[O-].[Cs+].[Rb+].[Mg+2]